[N+](=O)([O-])C=1C=C(C(=O)NC(C)C2=CC=CC=C2)C=C(C1)[N+](=O)[O-] 3,5-dinitro-N-(1-phenylethyl)-benzamide